(N-2-hydroxyethyl)-aspartamide OCCNC([C@@H](N)CC(=O)N)=O